tert-butyl-3-(4-(benzyloxy)-3-(1,1-dioxido-4-oxo-1,2,5-thiadiazolidin-2-yl)-2-fluorobenzylidene)pyrrolidine-1-carboxylate C(C)(C)(C)OC(=O)N1CC(CC1)=CC1=C(C(=C(C=C1)OCC1=CC=CC=C1)N1S(NC(C1)=O)(=O)=O)F